C(#N)C=1C=2N(C=C(C1)C1CC1)C=C(N2)CN2N=NC(=C2)C(=O)O 1-((8-cyano-6-cyclopropylimidazo[1,2-a]pyridin-2-yl)methyl)-1H-1,2,3-triazole-4-carboxylic acid